(2S)-2-[[2-(3-fluoro-4-methylsulfonyl-anilino)-5-(1H-1,2,4-triazol-5-yl)pyrimidin-4-yl]amino]-2-phenyl-ethanol FC=1C=C(NC2=NC=C(C(=N2)N[C@H](CO)C2=CC=CC=C2)C2=NC=NN2)C=CC1S(=O)(=O)C